bis((4R,4aS,7aR,12bS)-3-(cyclopropylmethyl)-4a-hydroxy-7-oxo-2,3,4,4a,5,6,7,7a-octahydro-1H-4,12-methanobenzofuro[3,2-e]isoquinolin-9-yl) tetradecanedioate C(CCCCCCCCCCCCC(=O)OC1=CC=C2C3=C1O[C@@H]1[C@]34CCN([C@@H]([C@@]4(CCC1=O)O)C2)CC2CC2)(=O)OC2=CC=C1C4=C2O[C@@H]2[C@]43CCN([C@@H]([C@@]3(CCC2=O)O)C1)CC1CC1